1-acetyl-2-((6-(2-morpholino-2-oxoethoxy)-[1,1'-biphenyl]-3-yl)-methylene)indolin-3-one C(C)(=O)N1C(C(C2=CC=CC=C12)=O)=CC=1C=C(C(=CC1)OCC(=O)N1CCOCC1)C1=CC=CC=C1